ClC1=C(C=C2C(=N1)C=NN2)C2CC2 5-Chloro-6-cyclopropyl-1H-pyrazolo[4,3-b]pyridine